(S)-2-((3S,4S)-4-fluoro-3-(6-oxo-1,6-dihydropyridin-3-yl)piperidin-1-yl)-N-(5-fluoropyridin-2-yl)propionamide F[C@@H]1[C@H](CN(CC1)[C@H](C(=O)NC1=NC=C(C=C1)F)C)C1=CNC(C=C1)=O